COC([C@H](CC)OC1=C(C=C(C=C1)Br)C1=NOCC1OCCCC)=O Methyl-(2S)-2-[4-bromo-2-(4-butoxy-4,5-dihydroisoxazol-3-yl)phenoxy]butanoat